tert-butyl 4-(1-methoxyethyl)indoline-1-carboxylate COC(C)C1=C2CCN(C2=CC=C1)C(=O)OC(C)(C)C